COC1=C(C=CC(=C1)OC)NC1N(C(=NC(=N1)N)N1CCOCC1)C1=C(C=C(C=C1)OC)OC N,N1-Bis-(2,4-dimethoxyphenyl)-6-morpholin-4-yl-[1,3,5]triazine-2,4-diamine